ClC=1C(=NC(=NC1)NC1=CC(=C(C=C1)N1CCC2(CC(C2)NCCO)CC1)Cl)NC1=C(C=CC=C1)P(C)(C)=O (2-((5-chloro-2-((3-chloro-4-(2-((2-hydroxyethyl)amino)-7-azaspiro[3.5]nonan-7-yl)phenyl)amino)pyrimidin-4-yl)amino)phenyl)dimethylphosphine oxide